oxolane-3-carboxylic acid O1CC(CC1)C(=O)O